3-(5-(((3R,4R)-4-Methoxy-1-((2-(tetrahydro-2H-pyran-4-yl)quinolin-6-yl)meth-yl)pyrrolidin-3-yl)oxy)-1-oxoisoindolin-2-yl)piperidine-2,6-dione CO[C@H]1[C@@H](CN(C1)CC=1C=C2C=CC(=NC2=CC1)C1CCOCC1)OC=1C=C2CN(C(C2=CC1)=O)C1C(NC(CC1)=O)=O